5-(((tert-Butoxycarbonyl)amino)methyl)thiophene-3-carboxylic acid C(C)(C)(C)OC(=O)NCC1=CC(=CS1)C(=O)O